ClC1=CC=C(C=C1)\C=C\C(=O)C1=C(C=C(C(=C1)CNCCNCC)OC)O 4-chloro-2'-hydroxy-4'-methoxy-5'-[(2-ethylaminoethyl)amino]methyl-chalcone